tert-butyl 3-[2-amino-3-[tert-butyl(dimethyl)silyl]oxy-propoxy]azetidine-1-carboxylate NC(COC1CN(C1)C(=O)OC(C)(C)C)CO[Si](C)(C)C(C)(C)C